FC1=CC(=C2C=C(N(C2=C1)CCNC1=NC=NC(=C1)C1=CC=C(C=C1)C=1SC(=NN1)NC)C)OC [2-(6-Fluoro-4-methoxy-2-methyl-indol-1-yl)-ethyl]-{6-[4-(5-methylamino-[1,3,4]thiadiazol-2-yl)-phenyl]-pyrimidin-4-yl}-amin